C(C)OCC1=CC=C(C=N1)N 6-(Ethoxymethyl)pyridin-3-amine